[K+].CN1[C@@H](CCC1)C(=O)[O-] N-methyl-L-proline potassium salt